C(C)(C)(C)OC(N[C@H]1CNC[C@]1(C)O)=O N-[(3S,4S)-4-hydroxy-4-methyl-pyrrolidin-3-yl]Carbamic acid tert-butyl ester